10-[(Dimethylamino)methyl]-N-(5-methoxypyridin-3-yl)-7-thia-2,5-diazatricyclo[6.4.0.02,6]dodeca-1(12),3,5,8,10-pentaene-4-carboxamide CN(C)CC=1C=C2SC3=NC(=CN3C2=CC1)C(=O)NC=1C=NC=C(C1)OC